1-bromo-3,5-dichlorobenzene-2,4,6-d3 BrC1=C(C(=C(C(=C1[2H])Cl)[2H])Cl)[2H]